Cyclopentyl-3-methyl-7-methylsulfonyl-4H-pyrimido[4,5-d]pyrimidin-2-one C1(CCCC1)C1N(C(NC2=NC(=NC=C21)S(=O)(=O)C)=O)C